4-[(4-{4-amino-7-methyl-6-[1-(prop-2-enoyl)pyrrolidin-3-yl]-7H-pyrrolo[2,3-d]pyrimidin-5-yl}phenyl)methyl]morpholin-3-one NC=1C2=C(N=CN1)N(C(=C2C2=CC=C(C=C2)CN2C(COCC2)=O)C2CN(CC2)C(C=C)=O)C